C(C=C)(=O)C1=C(C(=O)C2=CC=CC=C2)C=CC=C1 Acryloyl-benzophenone